5-[(2R)-4-fluoro-6-hydroxy-2-({[(Oxohexan-4-yl)methyl]amino}methyl)-2,3-dihydro-1-benzofuran-5-yl]-1λ6,2,5-thiadiazolidine-1,3-dione FC1=C(C(=CC2=C1C[C@@H](O2)CNCC(CCC)CC=O)O)N2CC(N[SH2]2=O)=O